FC1(CCN(CC1)CC1=C(C=C(C(=O)NC2=CC(=CC=C2)NC2C(NC(CC2)=O)=O)C=C1)F)F 4-((4,4-difluoropiperidin-1-yl)methyl)-N-(3-((2,6-dioxopiperidin-3-yl)amino)phenyl)-3-fluorobenzamide